[Si](C1=CC=CC=C1)(C1=CC=CC=C1)(C(C)(C)C)OCC1(CC1)CC#N (1-{[(tert-butyldiphenylsilyl)oxy]Methyl}cyclopropyl)acetonitrile